4-((1R,3r,5S,6r)-6-(3-(2-fluorophenyl)-1-isopropyl-1H-pyrazol-5-yl)bicyclo[3.1.0]hexane-3-yl)-1,4-oxaazepane FC1=C(C=CC=C1)C1=NN(C(=C1)C1[C@H]2CC(C[C@@H]12)N1CCOCCC1)C(C)C